(8-((4-ethoxy-3-(trifluoromethyl)-1H-pyrrolo[2,3-b]pyridin-6-yl)amino)-2,3-dihydrobenzo[b][1,4]dioxin-5-yl)(morpholino)methanone C(C)OC1=C2C(=NC(=C1)NC1=CC=C(C3=C1OCCO3)C(=O)N3CCOCC3)NC=C2C(F)(F)F